C(C)(=O)O[C@@H](C(=O)O)[C@@H](C(=O)OCN1N=CC(=C1)C=1SC=C(N1)C(NC=1C(=NN(C1)C1CCC(CC1)OCC)C1=NC(=CC=C1F)F)=O)OC(C)=O (2R,3S)-2,3-diacetoxy-4-((4-(4-((3-(3,6-difluoropyridin-2-yl)-1-((1r,4r)-4-ethoxycyclohexyl)-1H-pyrazol-4-yl)carbamoyl)thiazol-2-yl)-1H-pyrazol-1-yl)methoxy)-4-oxobutanoic acid